{2-[ethyl (propan-2-yl) carbamoyl]-4-fluorophenoxy} pyrimidin-1-ium-1-olate [N+]=1(C(=NC=CC1)C(=O)OOC1=C(C=C(C=C1)F)C(N(C(C)C)CC)=O)O